C(CC)OC(=O)C1=CC=C(C=C1)OC(=O)C=1C(=C(C(=O)[O-])C=CC1OCCCCCCOC(C=C)=O)C1=CC=CC=C1 (4-propoxycarbonylphenyloxycarbonyl)phenyl-4-[6-(acryloyloxy)hexyloxy]benzoate